7-Oxa-1-azaspiro[4.4]nonan-6-one N1CCCC12C(OCC2)=O